4,4'-Bis(dimethylamino)benzophenon CN(C1=CC=C(C(=O)C2=CC=C(C=C2)N(C)C)C=C1)C